[C@H]12CN(C[C@H](CC1)N2)C2=NC(=NC1=C(C(=CC=C21)C2=CC(=CC1=CC=CC=C21)O)F)OCC2COCCC2 4-(4-((1R,5S)-3,8-diazabicyclo[3.2.1]octan-3-yl)-8-fluoro-2-((tetrahydro-2H-pyran-3-yl)methoxy)quinazolin-7-yl)naphthalen-2-ol